FC(C(=O)O)(F)F.N1CC(C1)C1=NN(C=C1)C1=C(C=C(C=C1)Cl)Cl 3-(Azetidin-3-yl)-1-(2,4-dichlorophenyl)pyrazole, trifluoroacetic acid salt